benzodiazepine-2-Carboxamide N=1N(C=CC=C2C1C=CC=C2)C(=O)N